4-(3-Bromoimidazo[1,2-b]pyridazin-6-yl)-2,2,6,6-tetramethylmorpholine BrC1=CN=C2N1N=C(C=C2)N2CC(OC(C2)(C)C)(C)C